C(#N)C1=CC(=C(COC2=CC=CC(=N2)C2=CC(=C(CC3=NC4=C(N3CCOC)C=C(C(=C4)C)C(=O)O)C=C2F)F)C=C1)F (4-(6-((4-cyano-2-fluorobenzyl)oxy)pyridin-2-yl)-2,5-difluorobenzyl)-1-(2-methoxyethyl)-5-methyl-1H-benzo[d]Imidazole-6-carboxylic acid